C(C)OC(/C(=C\C1=CC(=NC=C1[N+](=O)[O-])Br)/O)=O.O(C1=CC=CC=C1)C=1C=C(C=CC1)/C=C/C(=O)N1C(OCC1([2H])[2H])=O (E)-3-(3-(3-phenoxyphenyl)acryloyl)oxazolidin-2-one-4,4-d2 Ethyl-(E)-3-(2-bromo-5-nitro-4-pyridyl)-2-hydroxy-prop-2-enoate